C1(=CC=C(C=C1)NC1=CC=2C=CC3=CC=CC=C3C2C=C1)C1=CC=CC=C1 N-[(1,1'-biphenyl)-4-yl]Phenanthrene-2-amine